C(C1=CC=CC=C1)N(C(=O)C=1NC=C(C1)C1=NC(=NC=C1C(F)(F)F)NC1CNCCC1)C N-benzyl-N-methyl-4-{2-[(piperidin-3-yl)amino]-5-(trifluoromethyl)pyrimidin-4-yl}-1H-pyrrole-2-carboxamide